FC=1C=C(C=CC1)[C@@H](C12CCC(CC1)(N2C(=O)OC(C)(C)C)COC)O tert-butyl 1-((S)-(3-fluorophenyl)(hydroxy)-methyl)-4-(methoxymethyl)-7-azabicyclo[2.2.1]heptane-7-carboxylate